CC(C(=O)O)CCC=CC(C)C 2,7-dimethyl-5-octenoic acid